O1CCN(CC1)C[SiH2]C(OC)OC morpholinomethyldimethoxymethylsilane